(S)-3-(isoquinolin-4-yl)-2-oxo-1-(5-(trifluoromethyl)pyridazin-3-yl)imidazoline-4-carbonitrile C1=NC=C(C2=CC=CC=C12)N1C(N(C[C@H]1C#N)C=1N=NC=C(C1)C(F)(F)F)=O